C1(CC1)COC1=NC(=CC=C1/C=C/C(=O)NC1=CC=CC=2NC(NC21)=O)C2(CC2)C (E)-3-(2-(Cyclopropylmethoxy)-6-(1-methylcyclopropyl)pyridin-3-yl)-N-(2-oxo-2,3-dihydro-1H-benzo[d]imidazol-4-yl)acrylamid